ClC1=C(NC2=C(C=C(C(=C12)C1=CC=CC2=C1CCCN(C2)C(C=C)=O)F)C(=O)N)C 3-chloro-5-fluoro-2-methyl-4-(2-prop-2-enoyl-1,3,4,5-tetrahydro-2-benzazepin-6-yl)-1H-indole-7-carboxamide